CN1C(N(C2=C1C(=CC=C2)C=O)C2C(N(C(CC2)=O)C)=O)=O 3-Methyl-1-(1-methyl-2,6-dioxo-3-piperidyl)-2-oxo-benzimidazole-4-carbaldehyde